8-(2-bromoethyl)-3,8-diazabicyclo[3.2.1]octane-3-carboxylic acid tert-butyl ester C(C)(C)(C)OC(=O)N1CC2CCC(C1)N2CCBr